(l)-3-(2-(4-methoxybenzyl)-1,2,3,4-tetrahydroisoquinolin-5-yl)-3-(4-nitrophenyl)phenylpropionic acid ethyl ester C(C)OC(C(C)C=1CC(C=CC1)(C1=CC=C(C=C1)[N+](=O)[O-])C1=C2CCN(CC2=CC=C1)CC1=CC=C(C=C1)OC)=O